O1C2C(=CC=C1)C=CS2=O thieno[2,3-b]pyranone